ClC=1C=C(C(=O)O)C=C(C1)S(=O)(=O)C(F)(F)F 3-chloro-5-[(trifluoromethyl)sulfonyl]Benzoic acid